zinc 10-octadecenate C(CCCCCCCCC=CCCCCCCC)(=O)[O-].[Zn+2].C(CCCCCCCCC=CCCCCCCC)(=O)[O-]